(5-(trifluoromethyl)thiazol-2-yl)methanol FC(C1=CN=C(S1)CO)(F)F